FC(C1=NN=C2N1C1=CC=C(C=C1C(=N2)N2CCCC1=C(C=CC=C21)C#CC2(CC2)C(F)(F)F)F)F 1-(difluoromethyl)-7-fluoro-5-[5-[2-[1-(trifluoromethyl)cyclopropyl]ethynyl]-3,4-dihydro-2H-quinolin-1-yl]-[1,2,4]triazolo[4,3-a]quinazoline